(S)-1-(4-((4-((S)-2-acetoxy-3-(N-(methylsulfonyl)acetamido)propoxy)phenyl)sulfonyl)-2,6-dichlorophenoxy)-3-chloropropan-2-yl acetate C(C)(=O)O[C@@H](COC1=C(C=C(C=C1Cl)S(=O)(=O)C1=CC=C(C=C1)OC[C@H](CN(C(C)=O)S(=O)(=O)C)OC(C)=O)Cl)CCl